C1=C(C=CC=2C3=CC=CC=C3CC12)N1COC(=N1)C(F)(F)F 3-(9H-fluoren-2-yl)-5-trifluoromethyl-1,3,4-oxadiazole